3,5-diaminobenzoic acid cholestenoyl ester C(C(=C)CCC[C@@H](C)[C@H]1CC[C@H]2[C@@H]3CCC4CCCC[C@]4(C)[C@H]3CC[C@]12C)(=O)OC(C1=CC(=CC(=C1)N)N)=O